CC=1C=C2C(C(=C(OC2=C(C1)C(C)NC1=C(C(=O)O)C=CC=C1)C1=CC2=CN(N=C2C=C1)C)C([2H])([2H])[2H])=O 2-((1-(6-Methyl-3-(methyl-d3)-2-(2-methyl-2H-indazol-5-yl)-4-oxo-4H-chromen-8-yl)ethyl)amino)benzoic acid